FC1CN(C[C@H]1N1C(=NC=2C1=C1C(=NC2)NN=C1)[C@@H](C)O)CCCC#N 4-((4R)-3-fluoro-4-(2-((R)-1-hydroxyethyl)imidazo[4,5-d]pyrazolo[3,4-b]pyridine-1(6H)-yl)pyrrolidin-1-yl)butyronitrile